4-(4-(2-Amino-[1,2,4]triazolo[1,5-a]pyridin-5-yl)phenyl)-N-(2-ethynylthiazol-4-yl)piperazine-1-carboxamide NC1=NN2C(C=CC=C2C2=CC=C(C=C2)N2CCN(CC2)C(=O)NC=2N=C(SC2)C#C)=N1